C12CNCC2N1C=1N=CC=2N=CN=C(C2N1)NC1=CC(=C(C=C1)OC1=CC2=C(N(N=N2)C)C=C1)C 6-(3,6-diazabicyclo[3.1.0]hexan-6-yl)-N-(3-methyl-4-((1-methyl-1H-benzo[d][1,2,3]triazol-5-yl)oxy)phenyl)pyrimido[5,4-d]pyrimidin-4-amine